iron tris(2,4-nonanedione) CC(CC(CCCCC)=O)=O.CC(CC(CCCCC)=O)=O.CC(CC(CCCCC)=O)=O.[Fe]